2-{5-bromo-2-[4-(2-morpholin-4-ylethoxy)phenylamino]-pyrimidin-4-ylamino}-thiophene-3-carboxylic acid BrC=1C(=NC(=NC1)NC1=CC=C(C=C1)OCCN1CCOCC1)NC=1SC=CC1C(=O)O